3-(5-(8-(3-(4-(3-(4-chloro-3-cyclopropyl-1H-pyrrolo[2,3-b]pyridin-5-yl)phenyl)-3-oxopiperazin-1-yl)propyl)-8-azabicyclo[3.2.1]oct-2-en-3-yl)-1-oxoisoindolin-2-yl)piperidine-2,6-dione ClC1=C2C(=NC=C1C=1C=C(C=CC1)N1C(CN(CC1)CCCN1C3C=C(CC1CC3)C=3C=C1CN(C(C1=CC3)=O)C3C(NC(CC3)=O)=O)=O)NC=C2C2CC2